4-(4-cyclohexyl-2-methyl-oxazol-5-yl)-2-fluorobenzenesulfonamide C1(CCCCC1)C=1N=C(OC1C1=CC(=C(C=C1)S(=O)(=O)N)F)C